3-(6-fluoro-4-((2-(2-(2-(2-(4-nitrophenoxy)ethoxy)ethoxy)ethoxy)ethyl)amino)-1-oxoisoindolin-2-yl)piperidine FC1=CC(=C2CN(C(C2=C1)=O)C1CNCCC1)NCCOCCOCCOCCOC1=CC=C(C=C1)[N+](=O)[O-]